ethyl (Z)-5-(4-(2-(2-(2-(2-amino-N-methylacetamido)-N-methylacetamido)acetamido)ethoxy)-3-hydroxybenzylidene)-4-oxo-2-(phenylamino)-4,5-dihydrothiophene-3-carboxylate NCC(=O)N(C)CC(=O)N(C)CC(=O)NCCOC1=C(C=C(\C=C/2\C(C(=C(S2)NC2=CC=CC=C2)C(=O)OCC)=O)C=C1)O